4-Methylazamethylindole CC1=C2C=C(NC2=CC=C1)N